phosphoramidofluoridate P([O-])(=O)(N)F